CC(COC(CCCCCCCCCCCCCCCCC)=O)CC 2-methylbutylstearate